5-bromo-4-fluoro-2-(2-hydroxycyclobutyl)-2,3-dihydrobenzo[d]isothiazole 1,1-dioxide BrC=1C=CC2=C(CN(S2(=O)=O)C2C(CC2)O)C1F